perfluorooctanesulfonic acid tetrahexylammonium salt C(CCCCC)[N+](CCCCCC)(CCCCCC)CCCCCC.FC(C(C(C(C(C(C(C(F)(F)F)(F)F)(F)F)(F)F)(F)F)(F)F)(F)F)(S(=O)(=O)[O-])F